2-(2-fluoro-4-(6-(methoxymethoxy)pyridin-2-yl)phenyl)acetate FC1=C(C=CC(=C1)C1=NC(=CC=C1)OCOC)CC(=O)[O-]